C(C)(=O)NC1=C(C(=O)NC=2SC(=C(N2)C)[N+](=O)[O-])C=CC(=C1)NCCCCCCCCN acetamido-4-((8-aminooctyl)amino)-N-(4-methyl-5-nitrothiazol-2-yl)benzamide